tert-butyl (3-((2-(2,6-dioxopiperidin-3-yl)-1,3-dioxoisoindolin-4-yl)amino)cyclobutyl)carbamate O=C1NC(CCC1N1C(C2=CC=CC(=C2C1=O)NC1CC(C1)NC(OC(C)(C)C)=O)=O)=O